CN(C(OC)=O)[C@H](C(=O)NC=1C(N(C=CC1)CC1=NC2=C(N1)C(=CC=C2)OCC2=C(C=C(C=C2)F)F)=O)CC\C=C\C(=O)N(C)C methyl (S,E)-methyl(1-((1-((7-((2,4-difluorobenzyl)oxy)-1H-benzo[d]imidazol-2-yl)methyl)-2-oxo-1,2-dihydropyridin-3-yl)amino)-7-(dimethylamino)-1,7-dioxohept-5-en-2-yl)carbamate